O[C@H](C(=O)O)CC1=CC=C(C=C1)O L-2-hydroxy-3-(4-hydroxyphenyl)propionic acid